2-(4-cyclopropyl-6-methoxypyrimidin-5-yl)-6-methyl-8-(4-(1-methyl-4-(trifluoromethyl)-1H-imidazol-2-yl)benzyl)-6H-pyrimido[5,4-b][1,4]oxazin-7(8H)-one C1(CC1)C1=NC=NC(=C1C=1N=CC=2OC(C(N(C2N1)CC1=CC=C(C=C1)C=1N(C=C(N1)C(F)(F)F)C)=O)C)OC